N-nonanoyl-Asparagine C(CCCCCCCC)(=O)N[C@@H](CC(N)=O)C(=O)O